Cl.ClC=1C=C(C(=C(C1)C1=NC=NN2C1=CC(=C2)CN2C(N(C=CC2=O)C(C)C)=O)C[C@@H]2CNCCO2)C (R)-3-((4-(5-chloro-3-methyl-2-(morpholin-2-ylmethyl)phenyl)pyrrolo[2,1-f][1,2,4]triazin-6-yl)methyl)-1-isopropylpyrimidine-2,4(1H,3H)-dione hydrochloride